N-(4-(1H-indol-3-yl)pyrimidin-2-yl)-2-(difluoromethoxy)-(2-(dimethylamino)ethyl)-methyl-5-nitrobenzene-1,4-diamine N1C=C(C2=CC=CC=C12)C1=NC(=NC=C1)NC1=C(C(=C(C(=C1CCN(C)C)[N+](=O)[O-])N)C)OC(F)F